fluoro-6,7-dihydro-5H-pyrrolo[1,2-c]imidazol FC1=C2N(C=N1)CCC2